copper alloyl-zinc C(C=C)(=O)[Zn].[Cu]